3-[[2-(4-chlorophenyl)imidazo[1,2-a]pyrazin-3-yl]amino]-N-cyclohexyl-benzamide ClC1=CC=C(C=C1)C=1N=C2N(C=CN=C2)C1NC=1C=C(C(=O)NC2CCCCC2)C=CC1